1,2-bis(4-methoxyphenyl)-2-oxoethyl cyclohexylcarbamate C1(CCCCC1)NC(OC(C(=O)C1=CC=C(C=C1)OC)C1=CC=C(C=C1)OC)=O